3-methylphenyl-boric acid CC=1C=C(C=CC1)OB(O)O